4,5-dihydro-3H-benzo[e][1,4]diazepine N1=CCNCC2=C1C=CC=C2